C(#N)C1=CC=C(C=C1)C1CCN(CC1)C(=O)C=1C=CC(=C(C1)NC(=S)NC(C(C)C)=O)C N-((5-(4-(4-cyanophenyl)piperidine-1-carbonyl)-2-methylphenyl)thiocarbamoyl)isobutyramide